C1(=CC=CC=C1)N=NC1=CC=C(C=C1)NC(C=C)=O N-(4-phenylazophenyl)acrylamide